C1(CCCCC1)SSC1=CC=C(C=C1)F 1-cyclohexyl-2-(4-fluorophenyl)disulfane